C(\C=C\C(=O)OCC1CCCO1)(=O)OCCCCCCCCCCCCCC Fumaric acid, tetradecyl tetrahydrofurfuryl ester